C1(CCCC2=CC=CC=C12)C1(C2=C(N=C(N1)N)C=CC=N2)N 4-(1,2,3,4-tetrahydronaphthalen-1-yl)pyrido[3,2-d]pyrimidine-2,4-diamine